2-((2-(2-(tert-Butyl)thiazol-5-yl)-1H-indol-5-yl)thio)acetic acid C(C)(C)(C)C=1SC(=CN1)C=1NC2=CC=C(C=C2C1)SCC(=O)O